tert-Butyl N-[2-(2-{2-[(5-nitropyridin-2-yl)amino]ethoxy}ethoxy)ethyl]carbamate [N+](=O)([O-])C=1C=CC(=NC1)NCCOCCOCCNC(OC(C)(C)C)=O